N-(tetrahydro-2H-pyran-4-yl)piperidin-4-amine O1CCC(CC1)NC1CCNCC1